2-(2H-benzotriazole-2-yl)-4-methyl-6-tert-butylphenol N=1N(N=C2C1C=CC=C2)C2=C(C(=CC(=C2)C)C(C)(C)C)O